FC(C)(F)C1=NC(=CC(=N1)NC1=CC(=NC=C1OCC1=C(N=CS1)C)NC(C)=O)C N-(4-((2-(1,1-difluoroethyl)-6-methylpyrimidin-4-yl)amino)-5-((4-methylthiazol-5-yl)methoxy)pyridin-2-yl)acetamide